S(C1=C(C(=CC(=C1)C)C(C)(C)C)O)C1=C(C(=CC(=C1)C)C(C)(C)C)O 2,2'-thiobis(4-methyl-6-tertbutylphenol)